C1(CC1)N1N=C(C=C1)C1=CC=C2C(=CC=NC2=C1)OC1=CC=C(C=C1)NC(=O)C1(CC1)C(=O)NC1=CC=C(C=C1)F 1-N-[4-[7-(1-cyclopropylpyrazol-3-yl)quinolin-4-yl]oxyphenyl]-1-N'-(4-fluorophenyl)cyclopropane-1,1-dicarboxamide